2-{4-[(5,6-diphenylpyrazin-2-yl)(propan-2-yl)amino]butoxy}-N-methanesulfonylacetamide tert-butyl-(3-bromo-2-((tert-butyldimethylsilyl)oxy)propyl)carbamate C(C)(C)(C)N(C(O)=O)CC(CBr)O[Si](C)(C)C(C)(C)C.C1(=CC=CC=C1)C=1N=CC(=NC1C1=CC=CC=C1)N(CCCCOCC(=O)NS(=O)(=O)C)C(C)C